8-bromo-2-(4,4-dimethylpiperidin-1-yl)-3,6-dimethylquinazolin BrC1=CC(=CC2=CN(C(N=C12)N1CCC(CC1)(C)C)C)C